tert-butyl ((1-(cyanomethyl)-4-(4-(trifluoromethyl)phenyl)-1,2,3,4-tetrahydroquinoxalin-2-yl)methyl)carbamate C(#N)CN1C(CN(C2=CC=CC=C12)C1=CC=C(C=C1)C(F)(F)F)CNC(OC(C)(C)C)=O